O=C1C2(C=3C(=NC=CC3)N1)CC1=CC=C(C=C1C2)NC(C)=O N-(2'-oxo-1,1',2',3-tetrahydrospiro[indene-2,3'-pyrrolo[2,3-b]pyridin]-5-yl)acetamide